C(C)(C)(C)C=1C(=C(C(=O)NC2=C(C=C(C=C2)[N+](=O)[O-])Cl)C(=C(C1)Cl)C)O 3-tert-butyl-5-chloro-N-(2-chloro-4-nitrophenyl)-2-hydroxy-6-methyl-benzamide